2-fluoro-6-methyl-3-nitrobenzoic acid FC1=C(C(=O)O)C(=CC=C1[N+](=O)[O-])C